FC(C(C(F)(F)F)OCF)(F)F 1,1,1,3,3,3-Hexafluoro-2-(fluoromethoxy)propan